N-(3-chloro-2-fluorobenzyl)pyrrolidine-2-carboxamide ClC=1C(=C(CNC(=O)C2NCCC2)C=CC1)F